4-(Difluoromethyl)-2-ethyl-3-(ethylsulfanyl)-N-(1,3,4-oxadiazol-2-yl)benzamid FC(C1=C(C(=C(C(=O)NC=2OC=NN2)C=C1)CC)SCC)F